N-(1-methylpropyl)-benzenamine CC(CC)NC1=CC=CC=C1